(S)-(1-(difluoromethylene)tetrahydro-1H-pyrrolizin-7a(5H)-yl)methanol FC(=C1CCN2CCC[C@@]12CO)F